C1(=CC=CC=C1)C1=CSC2=C1N=CN=C2O 7-phenylthieno[3,2-d]pyrimidin-4-ol